(R)-N-((R)-1-(5-cyanothiophen-2-yl)ethyl)-2-methylpropane-2-sulfinamide C(#N)C1=CC=C(S1)[C@@H](C)N[S@](=O)C(C)(C)C